O1CCN(CC1)CCS(=O)(=O)NC1=CC=CC=C1 2-morpholino-N-phenylethanesulfonamide